C(C)C=1SC=2C(N(CC3(CC3)C2N1)CC(=O)NC1=NC=CC=N1)=O 2-(2-Ethyl-4-oxo-spiro[6H-thiazolo[5,4-c]pyridine-7,1'-cyclopropane]-5-yl)-N-pyrimidin-2-yl-acetamide